N-[(1R,3S)-3-{[6-chloro-2-(trifluoromethyl)quinolin-4-yl]amino}cyclohexyl]-3-(methylamino)benzamide ClC=1C=C2C(=CC(=NC2=CC1)C(F)(F)F)N[C@@H]1C[C@@H](CCC1)NC(C1=CC(=CC=C1)NC)=O